1-(2-hydroxyethyl)-2-(p-formylstyryl)pyridinium OCC[N+]1=C(C=CC=C1)C=CC1=CC=C(C=C1)C=O